3-hydroxy-3-(2-(2-methoxyphenyl)-2-oxoethyl)-1-phenethylindol-2-one OC1(C(N(C2=CC=CC=C12)CCC1=CC=CC=C1)=O)CC(=O)C1=C(C=CC=C1)OC